2,5,5-trimethyl-1,4,5,6-tetrahydropyrimidine CC=1NCC(CN1)(C)C